BrC=1C(=CC(=NC1)/N=C/NO)F (E)-N'-(5-bromo-4-fluoropyridin-2-yl)-N-hydroxyformimidamide